6-(2,5-dichloropyrimidin-4-yl)-2-[2-(oxacyclopent-2-yl)ethyl]-2,3-dihydro-1H-isoindol-1-one ClC1=NC=C(C(=N1)C1=CC=C2CN(C(C2=C1)=O)CCC1OCCC1)Cl